FC1=CC(=C(C(=O)NC2=C(C=C(C(=C2)C=2C=NC(=NC2)N2CCN(CC2)C)F)N2C[C@H](N([C@@H](C2)C)C)C)C=C1)C(F)(F)F |r| 4-fluoro-N-[4-fluoro-5-[2-(4-methylpiperazin-1-yl)pyrimidin-5-yl]-2-[rac-(3R,5R)-3,4,5-trimethylpiperazin-1-yl]phenyl]-2-(trifluoromethyl)benzamide